(5-Acetyloxy-4-bromo-1,3-dioxoisoindolin-2-yl)-3-(3,6-di-tert-butyl-9H-carbazol-9-yl)propionic acid C(C)(=O)OC=1C(=C2C(N(C(C2=CC1)=O)C(C(=O)O)CN1C2=CC=C(C=C2C=2C=C(C=CC12)C(C)(C)C)C(C)(C)C)=O)Br